C(#N)C1=CC=C2C=C(NC2=C1)C(=O)N1CCN(CC1)C1=NC=CC=C1NC(C)C 1-[(6-cyano-2-indolyl)carbonyl]-4-[3-(isopropylamino)-2-pyridinyl]piperazine